((3R)-4-amino-3-methyl-1,3-dihydrofuro[3,4-c]quinolin-8-yl)((3R)-3-(4-fluoro-3-(trifluoromethyl)phenyl)-4-morpholinyl)methanone NC1=NC=2C=CC(=CC2C2=C1[C@H](OC2)C)C(=O)N2[C@@H](COCC2)C2=CC(=C(C=C2)F)C(F)(F)F